(R)-6-methyl-8-(1-(phenylamino)ethyl)-2-(piperidin-1-yl)-4H-chromen-4-one CC=1C=C2C(C=C(OC2=C(C1)[C@@H](C)NC1=CC=CC=C1)N1CCCCC1)=O